C(C1=CC=CC=C1)OC(=O)N1C[C@@H](CCC1)OS(=O)(=O)C (3R)-3-methylsulfonyloxypiperidine-1-carboxylic acid benzyl ester